OC=1C(=CC2=CC=CC=C2C1)C(=O)NC1=C(C=C(C(=C1)OC)Cl)OC 3-hydroxy-N-(4-chloro-2,5-dimethoxyphenyl)-2-naphthamide